(3S)-N-(3-(2-((1R)-1-amino-3-azabicyclo[3.1.0]hexan-3-yl)-6-morpholinopyridin-4-yl)-4-methylphenyl)-3-(2,2,2-trifluoroethyl)pyrrolidine-1-carboxamide N[C@]12CN(CC2C1)C1=NC(=CC(=C1)C=1C=C(C=CC1C)NC(=O)N1C[C@@H](CC1)CC(F)(F)F)N1CCOCC1